C(C)(C)(C)OC(=O)N1C[C@@H]2[C@H](C1)CC(C2)NC=2N=NC(=CC2C(F)(F)F)Cl.C(C)(C)(CC)C2=C(O)C=C(C(=C2)O)C(C)(C)CC 2,5-di-(tert-amyl)hydroquinone tert-butyl-(3aR,5s,6aS)-5-[[6-chloro-4-(trifluoromethyl)pyridazin-3-yl]amino]-3,3a,4,5,6,6a-hexahydro-1H-cyclopenta[c]pyrrole-2-carboxylate